4,4-dimethyl-2,6-dioxocyclohexylphenyl-iodonium CC1(CC(C(C(C1)=O)[I+]C1=CC=CC=C1)=O)C